tert-butyl 3-[1-[1-[(4-methoxyphenyl)methyl]-2,6-dioxo-3-piperidyl]-3-methyl-2-oxo-benzimidazol-4-yl]-8-azabicyclo[3.2.1]octane-8-carboxylate COC1=CC=C(C=C1)CN1C(C(CCC1=O)N1C(N(C2=C1C=CC=C2C2CC1CCC(C2)N1C(=O)OC(C)(C)C)C)=O)=O